(3R,4S)-3-fluoro-4-(((4R,10bS)-4-methyl-2-(8-methylquinolin-5-yl)-1,2,3,4,6,10b-hexahydropyrazino[2,1-a]isoindol-8-yl)-amino)-pyrrolidine-1-carboxylic acid tert-butyl ester C(C)(C)(C)OC(=O)N1C[C@H]([C@H](C1)NC=1C=C2CN3[C@@H](C2=CC1)CN(C[C@H]3C)C3=C1C=CC=NC1=C(C=C3)C)F